2-(4-methoxybenzyl)-5,5-dimethylisothiazolidine 1,1-dioxide COC1=CC=C(CN2S(C(CC2)(C)C)(=O)=O)C=C1